C(C1=CC=CC=C1)OC=1C(=NC=C(C1C)C1=CC2=CC=CC=C2C=C1)C(=O)O 3-benzyloxy-4-methyl-5-(2-naphthyl)pyridine-2-carboxylic acid